FC(C1=CC2=C(SC(=C2)C(N[C@H]2CCCC[C@@H]3N(C2=O)[C@@H](CC3)C(=O)N3CC(C3)C(=O)N3CCOCC3)=O)C=C1)(F)P(O)(O)=O (difluoro(2-(((3S,6S,10aS)-3-(3-(morpholine-4-carbonyl)azetidine-1-carbonyl)-5-oxodecahydropyrrolo[1,2-a]azocin-6-yl)carbamoyl)benzo[b]thiophen-5-yl)methyl)phosphonic acid